C(#N)C(C(=O)NC=1C=CC=C2C(=CNC12)C1=CC=NC=C1)=C(C)C 4-(7-(2-cyano-3-methylbut-2-enamido)-1H-indol-3-yl)pyridin